ClC1=C(C=CC(=C1)Cl)C=1CCCC2=C(C1C1=CC=C(C=C1)C=C1CN(C1)C(CCF)([2H])[2H])C=CC(=C2)C(=O)O 8-(2,4-dichlorophenyl)-9-(4-((1-(3-fluoropropyl-1,1-d2)azetidin-3-ylidene)methyl)phenyl)-6,7-dihydro-5H-benzo[7]annulene-3-carboxylic acid